5-methyl-1-{[(3-(2-{2-[2-(methylamino)ethoxy]ethoxy}ethoxy)tricyclo[3.3.1.13,7]dec-1-yl)methyl]-1H-pyrazol-4-yl}pyridine-2-carboxylic acid CC=1C=CC(N(C1)C=1C=NN(C1)CC12CC3(CC(CC(C1)C3)C2)OCCOCCOCCNC)C(=O)O